C(C(C)C)[AlH]CC(C)C diisobutyl-aluminium hydride